binaphthyl hydrogen phosphate salt P(=O)(O)(O)O.C1(=CC=CC2=CC=CC=C12)C1=CC=CC2=CC=CC=C12